5-anthryl-salicylaldehyde C1(=CC=CC2=CC3=CC=CC=C3C=C12)C1=CC=C(C(C=O)=C1)O